1-bromo-2-isopropyl-3,4-dimethoxybenzene BrC1=C(C(=C(C=C1)OC)OC)C(C)C